5-(2,3-dimethylphenyl)-3-iodo-6-methoxy-1-((2-(trimethylsilyl)ethoxy)methyl)-1H-pyrazolo[4,3-b]pyridine CC1=C(C=CC=C1C)C1=C(C=C2C(=N1)C(=NN2COCC[Si](C)(C)C)I)OC